CC=1C(=CC=C(C=O)C1)O 5-methyl-4-hydroxybenzaldehyde